acryloxypropyltris(trimethylsilylethyldimethylsilyloxy)silane C(C=C)(=O)OCCC[Si](O[Si](CC[Si](C)(C)C)(C)C)(O[Si](CC[Si](C)(C)C)(C)C)O[Si](C)(C)CC[Si](C)(C)C